3-(2-(4H-1,2,4-triazol-3-yl)pyridin-4-yl)-5-(trifluoromethyl)-1,2,4-oxadiazole N=1N=C(NC1)C1=NC=CC(=C1)C1=NOC(=N1)C(F)(F)F